NCCCCCCCCCCCC[Na] aminododecyl-sodium